Ammonium chlorit Cl(=O)[O-].[NH4+]